2,4-bis-(o-chlorophenyl)-5-(3,4-dimethoxyphenyl)-diphenylimidazole ClC1=C(C=CC=C1)C1N(C(=C(N1C1=CC=CC=C1)C1=C(C=CC=C1)Cl)C1=CC(=C(C=C1)OC)OC)C1=CC=CC=C1